COC1=C(C=CC(=C1)/C=C/C(=O)OC[C@@H]2[C@@H]([C@@H]([C@H]([C@@H](O2)O[C@@H]3[C@H]([C@@H]([C@H](O[C@H]3C4=C(C5=C(C=C4O)OC(=CC5=O)C6=CC=C(C=C6)O)O)CO)O)O)O)O)O)O The molecule is a trihydroxyflavone that is the 6'''-O-feruloyl derivative of isovitexin 2''-O-arabinoside. It has a role as a metabolite. It is a C-glycosyl compound, a cinnamate ester, a disaccharide derivative and a trihydroxyflavone. It derives from a ferulic acid and an isovitexin.